1-butyl-3-methylimidazole bistrifluoromethanesulfonate FC(S(=O)(=O)O)(F)F.FC(S(=O)(=O)O)(F)F.C(CCC)N1CN(C=C1)C